2-[2,6-bis(oxo)piperidin-3-yl]-5-[2-[2-[[6-fluoro-5-[4-(6-methoxyimidazo[1,2-a]pyridin-2-yl)phenyl]pyridin-2-yl]amino]ethoxy]ethoxy]-isoindole-1,3-dione O=C1NC(CCC1N1C(C2=CC=C(C=C2C1=O)OCCOCCNC1=NC(=C(C=C1)C1=CC=C(C=C1)C=1N=C2N(C=C(C=C2)OC)C1)F)=O)=O